2,2'-methylenebis-(4,6-di-tert-butylphenol) C(C1=C(C(=CC(=C1)C(C)(C)C)C(C)(C)C)O)C1=C(C(=CC(=C1)C(C)(C)C)C(C)(C)C)O